4-[2-(5-methoxy-2-nitro-phenyl)-ethylamino]-piperidine-1-carboxylate COC=1C=CC(=C(C1)CCNC1CCN(CC1)C(=O)[O-])[N+](=O)[O-]